(2R,3R)-1-[4-(4-bromoimidazol-1-yl)phenyl]-2-methylpyrrolidin-3-amine BrC=1N=CN(C1)C1=CC=C(C=C1)N1[C@@H]([C@@H](CC1)N)C